C(C(=O)C)(=O)[O-].[Na+].C(CCC)OC1=CC=C(C=C1)OCCCCl 1-butoxy-4-(3-chloropropyloxy)benzene sodium pyruvate